tert-Butyl N-[(1R)-1-[(1-hydroxycyclobutyl)methyl]-2-(2-trimethylsilylethoxymethoxy)ethyl]carbamate OC1(CCC1)C[C@H](COCOCC[Si](C)(C)C)NC(OC(C)(C)C)=O